ClC(C1=CC=C(C=C1)C1=NN(C(=C1O)C)C)(Cl)Cl 3-(4-(trichloromethyl)phenyl)-1,5-dimethyl-pyrazol-4-ol